NC1=C(C=C(C=C1F)C(=O)C1=CC(=C2C(=CC=CN12)C1=C(C=2N(C=C1C(F)(F)F)C(=NN2)C)N)I)F (4-amino-3,5-difluorophenyl)(8-(8-amino-3-methyl-6-(trifluoromethyl)-[1,2,4]triazolo[4,3-a]pyridin-7-yl)-1-iodoindolizin-3-yl)methanone